(2S,3S,4S,5S,6S)-2,3,4,5-tetrakis(benzyloxy)-6-(iodomethyl)tetrahydro-2H-pyran C(C1=CC=CC=C1)O[C@H]1O[C@@H]([C@H]([C@@H]([C@@H]1OCC1=CC=CC=C1)OCC1=CC=CC=C1)OCC1=CC=CC=C1)CI